tert-butyl (4R,9aR)-2-benzyl-4-methyl-3,4,6,7,9,9a-hexahydro-1H-pyrazino[1,2-a]pyrazine-8-carboxylate C(C1=CC=CC=C1)N1C[C@H]2N([C@@H](C1)C)CCN(C2)C(=O)OC(C)(C)C